Benzyl Salicylat C(C=1C(O)=CC=CC1)(=O)OCC1=CC=CC=C1